tert-butyl 2-(4-isopropyl-2-methylphenyl)-6-(prop-2-enoyl)-2,3,6,9-tetraazatricyclo[6.3.1.0^{4,12}]dodeca-1(12),3-diene-9-carboxylate C(C)(C)C1=CC(=C(C=C1)N1C=2CCN(C3CN(CC(=N1)C23)C(C=C)=O)C(=O)OC(C)(C)C)C